propylene glycol monomenthyl ether acetate C(C)(=O)OC(COC1CC(CCC1C(C)C)C)C